N-(2-(1H-indol-3-yl)ethyl)acetamide N1C=C(C2=CC=CC=C12)CCNC(C)=O